FC(OC1=CC(=C(N)C=C1F)C1=CC(=NC=C1)F)F 4-(difluoromethoxy)-5-fluoro-2-(2-fluoropyridin-4-yl)aniline